C(C=C)[C@@H]1[C@H](CCCC1)O (1S,2R)-2-ALLYLCYCLOHEXANOL